2-methyl-5-(6-((5-methylthiazol-2-yl)amino)-4-(morpholinomethyl)pyridin-2-yl)phenylalanyl-amide CC1=C(C[C@H](N)C(=O)[NH-])C=C(C=C1)C1=NC(=CC(=C1)CN1CCOCC1)NC=1SC(=CN1)C